(S)-1-(4-(3-((1r,3R,5S,7S)-3,5-dimethyladamantan-1-yl)ureido)-3-fluorobenzyl)-N,N-dimethylpiperidin-3-carboxamide C[C@]12CC3(CC(C[C@@](C1)(C3)C)C2)NC(NC2=C(C=C(CN3C[C@H](CCC3)C(=O)N(C)C)C=C2)F)=O